N1[C@@H](CCC1)C(=O)OCCC1=CC=2C(=NC=CC2C=2C=NN3N=CC=CC32)N1 2-(4-(Pyrazolo[1,5-b]pyridazin-3-yl)-1H-pyrrolo[2,3-b]pyridin-2-yl)ethyl L-prolinate